3-(methylamino)-9-azabicyclo[3.3.1]nonane-9-carboxylate CNC1CC2CCCC(C1)N2C(=O)[O-]